C(CCCCCCCC)SN nonylthioamine